C(C)(C)C1=C(C=CC=C1)C1=NC=C2N(C(N(C2=N1)CC1=CC=C(C=C1)C=1NC=C(N1)C(F)(F)F)=N)C 2-(2-isopropylphenyl)-7-methyl-9-(4-(4-(trifluoromethyl)-1H-imidazol-2-yl)benzyl)-7,9-dihydro-8H-purin-8-imine